C(CCCCCC)(=O)[O-].[K+] Kalium heptanoat